[Ga].[Cu] Copper-gallium